protocatechuic methyl ester COC(C1=CC(O)=C(O)C=C1)=O